4-(((3S,4R)-1-((2-chloro-4-fluorophenyl)sulfonyl)-4-hydroxy-4-(hydroxymethyl)pyrrolidin-3-yl)sulfonyl)benzonitrile ClC1=C(C=CC(=C1)F)S(=O)(=O)N1C[C@@H]([C@@](C1)(CO)O)S(=O)(=O)C1=CC=C(C#N)C=C1